methyl 6-benzyloxy-9-phenoxy-[1,2,4]triazolo[5,1-a]isoquinoline-5-carboxylate C(C1=CC=CC=C1)OC1=C(N2C(C3=CC(=CC=C13)OC1=CC=CC=C1)=NC=N2)C(=O)OC